C(C)(C)C1=CC=C(CCC2(CCCC=3C4=CC=CC=C4NC23)N)C=C1 (4-isopropylphenethyl)-2,3,4,9-tetrahydro-1H-carbazol-1-amine